(2-nitro-4-(3-phenyl-1,2,4-oxadiazol-5-yl)phenyl)piperazine-1-carboxylic acid tert-butyl ester C(C)(C)(C)OC(=O)N1C(CNCC1)C1=C(C=C(C=C1)C1=NC(=NO1)C1=CC=CC=C1)[N+](=O)[O-]